C1(CCCCC1)CCOC1=CC=C(C=C1)C1(CCOCC1)C(=O)N[C@@H](C)C1=CC=C(C(=O)OC)C=C1 Methyl 4-[(1S)-1-[[4-[4-(2-Cyclohexylethoxy)phenyl]tetrahydropyran-4-carbonyl]amino]ethyl]benzoate